ClC=1C=C(C=CC1Cl)CC#N 2-(3,4-dichlorophenyl)acetonitrile